C(#N)C1=CC(=C(OCC=2C=C(C(=O)N3CCN(CC3)CC3=NC4=C(N3CC3=CN=CN3CC)C=C(C=C4)C(=O)O)C=CC2)C=C1)F 2-[(4-{3-[(4-cyano-2-fluorophenoxy)methyl]benzoyl}piperazin-1-yl)methyl]-1-[(1-ethyl-1H-imidazol-5-yl)methyl]-1H-1,3-benzodiazole-6-carboxylic acid